CC1CN(CCN1CC=1C=NC=2C(=C(C(NC2C1)=O)C(F)(F)F)C)C=1C=CC=NC1 5-(3-methyl-4-((8-methyl-6-oxo-7-(trifluoromethyl)-5,6-dihydro-1,5-naphthyridin-3-yl)methyl)piperazin-1-yl)pyridine